C1(CC1)C([C@@H](C(NC=1C=NNC1)=O)NC(=O)C=1N(N=CC1)C(C)C)C1CC1 N-[(1S)-1-(dicyclopropylmethyl)-2-oxo-2-(1H-pyrazol-4-ylamino)ethyl]-2-isopropyl-pyrazole-3-carboxamide